6-((1-((5-methylpyridin-2-yl)methyl)-3-oxoisoindolin-2-yl)methyl)benzo[d]oxazol-2(3H)-one CC=1C=CC(=NC1)CC1N(C(C2=CC=CC=C12)=O)CC1=CC2=C(NC(O2)=O)C=C1